CC(=CC(=O)SCCNC(CCNC([C@@H](C(COP(OP(OC[C@@H]1[C@H]([C@H]([C@@H](O1)N1C=NC=2C(N)=NC=NC12)O)OP(=O)(O)O)(=O)O)(=O)O)(C)C)O)=O)=O)C beta-methylcrotonyl-coa